NC1=NC(N(C=C1)[C@H]1[C@H]([C@@H]([C@H](S1)CO[P@](=O)(OC1=CC=CC=C1)N[C@@H](C)C(=O)OC(C)C)O)O)=O ISOPROPYL ((S)-(((2R,3S,4S,5R)-5-(4-AMINO-2-OXOPYRIMIDIN-1(2H)-YL)-3,4-DIHYDROXYTETRAHYDROTHIOPHEN-2-YL)METHOXY)(PHENOXY)PHOSPHORYL)-L-ALANINATE